6-methoxy-1-methyl-4-(piperidin-4-yl)-1,4-dihydropyrido[2,3-b]Pyrazine COC=1C=CC2=C(N(C=CN2C)C2CCNCC2)N1